2-(1-(2-phenoxyethoxy)prop-1-en-2-yl)naphthalene O(C1=CC=CC=C1)CCOC=C(C)C1=CC2=CC=CC=C2C=C1